S1C(=NC2=C1C=CC=C2)N2CCN(CC2)CC2=C(C#N)C=CC(=C2)OC(C)C 2-((4-(benzo[d]thiazol-2-yl)piperazin-1-yl)methyl)-4-isopropoxybenzonitrile